COC(=O)C1=NN(C(C=C1O)=O)C1=C(C=CC=C1)F 4-hydroxy-1-(2-fluorophenyl)-6-oxo-1,6-dihydropyridazine-3-carboxylic acid methyl ester